6-(4-(4-(4-FLUOROPHENYL)PIPERAZIN-1-YL)-6-METHYLPYRIMIDIN-2-YL)-7-METHYLIMIDAZO[1,2-A]PYRIDINE FC1=CC=C(C=C1)N1CCN(CC1)C1=NC(=NC(=C1)C)C=1C(=CC=2N(C1)C=CN2)C